5,N5,6-trimethyl-2-oxo-N3-(2-thienylmethyl)-1-[3-(trifluoromethyl)phenyl]-1,2-dihydropyridine-3,5-dicarboxamide CC1(C=C(C(N(C1C)C1=CC(=CC=C1)C(F)(F)F)=O)C(=O)NCC=1SC=CC1)C(=O)NC